[Co].CC(CC(C)=O)=O.CC(CC(C)=O)=O.CC(CC(C)=O)=O tris(2,4-pentanedione) cobalt